C1=CC(=C(C=C1Cl)[N+](=O)[O-])N p-chloro-o-nitroaniline